ClC1=C(C=NN(C1=O)C1=CC=C(OC2CCN(CC2)C(=O)OC(C)(C)C)C=C1)NC[C@@H]1COCCC1 1,1-dimethylethyl 4-[4-[5-chloro-6-oxo-4-[[(3R)-tetrahydropyran-3-yl]methylamino]pyridazin-1-yl]phenoxy]piperidine-1-carboxylate